FC1(CC(CCC1)N(C1=CC=CC=C1)C(CC1(CCN(CC1)CC1=CC=C(C=C1)C(C)C)C(=O)O)=O)F 4-[2-(N-[3,3-difluorocyclohexyl]anilino)-2-oxo-ethyl]-1-[(4-isopropylphenyl)methyl]piperidine-4-carboxylic acid